2,3,4-trimethoxyphenylboronic acid COC1=C(C=CC(=C1OC)OC)B(O)O